C(C)(=O)NC1=CC=C(C=C1)NC(=O)C1CN(C(O1)C(F)(F)F)C1=CC(=C(C=C1)C#N)Cl N-(4-acetamidophenyl)-3-(3-chloro-4-cyanophenyl)-2-(trifluoromethyl)oxazolidine-5-carboxamide